NC=1C2=C(N=CN1)N(C=C2)[C@@H]2S[C@@H]([C@@H]1[C@H]2OC(O1)(C)C)CCC1=C(C(=NC2=CC=CC=C12)NCC1=CC=C(C=C1)OC)Br 2-((3aS,4R,6R,6aR)-6-(4-amino-7H-pyrrolo[2,3-d]pyrimidin-7-yl)-2,2-dimethyltetrahydrothieno[3,4-d][1,3]dioxol-4-yl)ethyl-3-bromo-N-(4-methoxybenzyl)quinolin-2-amine